NCC[Si](OCC)(OCC)OCC 2-aminoethyl(triethoxysilane)